2-amino-7-dihydroxyboryl-1,2,3,4-tetrahydronaphthalene-2-carboxylate NC1(CC2=CC(=CC=C2CC1)B(O)O)C(=O)[O-]